3-(Hexadecyloxy)propyl dihydrogen phosphate P(=O)(OCCCOCCCCCCCCCCCCCCCC)(O)O